Cl.C(CCC)C1=NC=2C(=C(N=NC2N)Cl)N1CC1=CC=C(C=C1)OC 2-butyl-7-chloro-1-(4-methoxybenzyl)-1H-imidazo[4,5-d]pyridazin-4-amine hydrochloride